CCCCCCCCCCCCCCCC(=O)O[C@H](COC(=O)CCC/C=C\C/C=C\C/C=C\C/C=C\C/C=C\CC)COP(=O)([O-])OCC[N+](C)(C)C 1-(5Z,8Z,11Z,14Z,17Z-eicosapentaenoyl)-2-hexadecanoyl-glycero-3-phosphocholine